2-phenylbenzimidazole-4-sulfonic acid C1(=CC=CC=C1)C=1NC2=C(N1)C=CC=C2S(=O)(=O)O